2-(4-(4-methylpiperazin-1-yl)phenyl)acetamide CN1CCN(CC1)C1=CC=C(C=C1)CC(=O)N